C(CC(=C)C)OC1CCC(CC1)=O 4-(isopentenyloxy)cyclohexanone